COC(=O)C1=CC=C2C(=N1)C(CO2)(C)C 3,3-dimethyl-2H-furo[3,2-b]pyridine-5-carboxylic acid methyl ester